OC(COCCN(CCOCC(C)O)C1=CC=C(C=C1)C(C1=CC=C(C=C1)N(C)C)C1=CC=C(C=C1)N(CCOCC(C)O)CCOCC(C)O)C 1-(2-{[2-(2-Hydroxypropoxy)ethyl]{p-[(p-{bis[2-(2-hydroxypropoxy)ethyl]amino}phenyl)[p-(dimethylamino)phenyl]methyl]phenyl}amino}ethoxy)-2-propanol